C1(=CC=CC=C1)C1=C(C(=NN=N1)C1=CC=CC=2OC3=C(C21)C=CC=C3)C3=C(C=CC(=C3C3=CC=CC=2C1=CC=CC=C1NC32)C3=CC=CC=C3)C3=CC=CC=C3 (phenyl)(phenylcarbazolylbiphenylyl)(dibenzofuranyl)triazine